N-[2-(2-Fluoro-6-methylphenyl)-[1,3]thiazolo[5,4-c]pyridin-6-yl]-4-methyl-6-[(3S)-pyrrolidin-3-yloxy]pyridin-2-amine FC1=C(C(=CC=C1)C)C=1SC=2C=NC(=CC2N1)NC1=NC(=CC(=C1)C)O[C@@H]1CNCC1